diiodine pentaoxide O=I(=O)OI(=O)=O